(2S,3R,4R,5R)-5-(azidomethyl)-4-(3,4-dihydroisoquinolin-2(1H)-yl)tetrahydrofuran N(=[N+]=[N-])C[C@@H]1[C@@H](CCO1)N1CC2=CC=CC=C2CC1